(6-fluoro-3-iodo-2-(trifluoromethoxy)phenyl)trimethylsilane FC1=CC=C(C(=C1[Si](C)(C)C)OC(F)(F)F)I